praseodymium neodymium palladium [Pd].[Nd].[Pr]